(S)-2-(3-(4-cyclopropyl-2,5-dioxoimidazolidin-4-yl)propionyl)isoindoline-5-carbonitrile C1(CC1)[C@@]1(NC(NC1=O)=O)CCC(=O)N1CC2=CC=C(C=C2C1)C#N